tert-butyl 4-(2-(benzofuran-2-yl)-5-ethyl-7-oxo-4-(2-oxo-2-((4-(pentafluoro-λ6-sulfaneyl)phenyl)amino)ethyl)-4,7-dihydro-[1,2,4]triazolo[1,5-a]pyrimidin-6-yl)piperazine-1-carboxylate O1C(=CC2=C1C=CC=C2)C2=NN1C(N(C(=C(C1=O)N1CCN(CC1)C(=O)OC(C)(C)C)CC)CC(NC1=CC=C(C=C1)S(F)(F)(F)(F)F)=O)=N2